(Z)-3-(dimethylamino)acrylaldehyde CN(\C=C/C=O)C